2',2'''-(4-methoxypyridine-2,6-diyl)bis(3-((3r,5r,7r)-adamantan-1-yl)-5-(tert-butyl)-4'-isopropyl-[1,1'-biphenyl]-2-ol) COC1=CC(=NC(=C1)C1=C(C=CC(=C1)C(C)C)C=1C(=C(C=C(C1)C(C)(C)C)C12CC3CC(CC(C1)C3)C2)O)C2=C(C=CC(=C2)C(C)C)C=2C(=C(C=C(C2)C(C)(C)C)C23CC1CC(CC(C2)C1)C3)O